(5-chloro-3-fluoropyridin-2-yl)-5-methoxybenzothiazol-2(3H)-one ClC=1C=C(C(=NC1)N1C(SC2=C1C=C(C=C2)OC)=O)F